2-(isopropylsulfonyl)isoindolin C(C)(C)S(=O)(=O)N1CC2=CC=CC=C2C1